C(C)(C)(C)OC(=O)N1CCOC[C@@H](C1)[C@@H](C[N+](=O)[O-])O.C(C)(C)(C)OC(=O)N1CC(CC1)C1=NN(C(=C1)C#N)C 1-tert-Butoxycarbonyl-3-(5-cyano-1-methyl-1H-pyrazol-3-yl)pyrrolidine tert-Butyl-(R)-6-((S)-1-hydroxy-2-nitroethyl)-1,4-oxazepane-4-carboxylate